ClC1=CC(=C(C(=C1)C)N1CCOCC1)C=1COCC1 4-(4-chloro-2-(2,5-dihydrofuran-3-yl)-6-methylphenyl)morpholine